FC(C(=O)O)(F)F.N1CC(C1)SCC1=NC2=C(C=CC=C2C(N1)=O)C 2-((azetidin-3-ylthio)methyl)-8-methylquinazolin-4(3H)-one trifluoroacetate salt